C(C)(C)(C)N1N=NC(=C1)C(=O)NCC1=C(C=C(C=C1)C=1C=2N(C=C(N1)C=1C=NN(C1)C)N=CC2)C 1-(tert-Butyl)-N-(2-methyl-4-(6-(1-methyl-1H-pyrazol-4-yl)pyrazolo[1,5-a]pyrazin-4-yl)benzyl)-1H-1,2,3-triazole-4-carboxamide